(R)-3-((1-(3-cyanophenyl)-1H-1,2,3-triazole-4-carboxamido)-methyl)-pyrrolidine-1-carboxylic acid tert-butyl ester C(C)(C)(C)OC(=O)N1C[C@H](CC1)CNC(=O)C=1N=NN(C1)C1=CC(=CC=C1)C#N